Methyl (trans-4-((4-(2-cyclopropyloxazol-4-yl)pyridine-2-yl)((trans-4-(5-methoxy-6-methylpyridin-2-yl)cyclohexyl) methyl)carbamoyl) cyclohexyl)carbamate C1(CC1)C=1OC=C(N1)C1=CC(=NC=C1)N(C(=O)[C@@H]1CC[C@H](CC1)NC(OC)=O)C[C@@H]1CC[C@H](CC1)C1=NC(=C(C=C1)OC)C